C(C1=CC=CC=C1)OC1=C(C(=C(C(=O)OCC)C(=C1)C)O)CCCO ethyl 4-(benzyloxy)-2-hydroxy-3-(3-hydroxypropyl)-6-methylbenzoate